9,9-dimethyl-2,7-fluorenediboronic acid butyl-p-hydroxybenzoate C(CCC)OC(C1=CC=C(C=C1)O)=O.CC1(C2=CC(=CC=C2C=2C=CC(=CC12)B(O)O)B(O)O)C